2-phenyl-N-((1s,3s)-3-(6-((4-(piperidin-4-yl)phenyl)amino)-9H-purin-9-yl)cyclobutyl)acetamide hydrochloride Cl.C1(=CC=CC=C1)CC(=O)NC1CC(C1)N1C2=NC=NC(=C2N=C1)NC1=CC=C(C=C1)C1CCNCC1